4-methylsulfonyl-N-prop-2-ynyl-2,3-dihydrobenzofuran-7-amine CS(=O)(=O)C1=CC=C(C2=C1CCO2)NCC#C